[Ti].[Sn].[Zn] Zinc tin titanium